ClC1=CC=C(C=C1)C1N(N(CC1C1=CC=CC=C1)CCS(N)(=O)=O)S(=O)(=O)C1=CC=C(C=C1)C(F)(F)F (Z)-3-(4-chlorophenyl)-4-phenyl-N-(2-sulfamoylethyl)-N'-((4-(trifluoromethyl)phenyl)sulfonyl)-4,5-dihydro-1H-pyrazole